ClC1=CC=C(CN(C(O)=O)C2=CC=C(C=C2)[C@H]2CNCCC2)C=C1.CN([C@@H](C)CC1=CC(=CC=C1)OC1=CC=CC2=CC=CC=C12)C (S)-N,N-dimethyl-3-(1-naphthoxy)amphetamine (S)-4-chlorobenzyl-4-(piperidin-3-yl)phenylcarbamate